C(#N)[C@@]1(CC12CC2)C=2C=C1C=C(N=CC1=CC2)NC(=O)[C@H]2CN(CCO2)C (2R)-N-(6-((R)-1-cyanospiro[2.2]pentan-1-yl)isoquinolin-3-yl)-4-methylmorpholine-2-carboxamide